2-(2-(5-hydroxy-6-oxo-1,6-dihydropyrimidin-4-yl)ethyl)-6-(1-methyl-1H-pyrazol-4-yl)isoquinolin-1(2H)-one OC1=C(N=CNC1=O)CCN1C(C2=CC=C(C=C2C=C1)C=1C=NN(C1)C)=O